ClC=1C=C(C=CC1)C1=CC=C2C(=N1)CCC2 2-(3-chlorophenyl)-6,7-dihydro-5H-cyclopenta[b]pyridin